(2R,6R)-6-((4-bromophenyl)thio)-2-methyl-2H-pyran BrC1=CC=C(C=C1)SC1=CC=C[C@H](O1)C